O=CC(=CCC\C(=C/C(=O)O)\C)C.FC(C(=C=S)C(F)(F)F)(F)F 3,3,3-trifluoro-2-(trifluoromethyl)-1-propene-1-thione ketonerate